C(C)(C)(C)OC(=O)NC(C(=O)O)CC1=C(C=CC(=C1)Cl)[N+](=O)[O-] 2-[(tert-butoxycarbonyl)amino]-3-(5-chloro-2-nitrophenyl)propanoic acid